CN1[CH-]C(C=C1)=O N-methyl-2-pyrrol-idone